BrCC(=O)C1=CC2=C(NC(CCC2)=O)C=C1 7-(2-bromoacetyl)-1,3,4,5-tetrahydro-2H-benzo[b]azepin-2-one